1-({5-[(2-fluoro-4-iodophenyl)amino]-1H-1,2,3-benzotriazol-6-yl}carbonyl)-3-{(1S)-1-[(2-hydroxy-2-methylcyclopentyl)amino]ethyl}azetidin-3-ol FC1=C(C=CC(=C1)I)NC1=CC2=C(NN=N2)C=C1C(=O)N1CC(C1)(O)[C@H](C)NC1C(CCC1)(C)O